4-isopropoxyphenylsuccinic acid diethyl ester C(C)OC(C(CC(=O)OCC)C1=CC=C(C=C1)OC(C)C)=O